O1C=NC=C1CCC(=O)N (oxazol-5-yl-methyl)-acetamide